CN1N=CC(=C1)C1=CC=C2C(=N1)C(=CS2)C=2C=NC=1N(C2)N=CC1 5-(1-methyl-1H-pyrazol-4-yl)-3-(pyrazolo[1,5-a]pyrimidin-6-yl)thieno-[3,2-b]pyridine